2-iodo-N-(2-fluorophenyl)-N-methylacetamide ICC(=O)N(C)C1=C(C=CC=C1)F